CN(CCC1=CNC2=C(C=CC=C12)OC1OC(C(C(C1O)O)O)C)C 2-((3-(2-(dimethylamino)ethyl)-1H-indol-7-yl)oxy)-6-methyltetrahydro-2H-pyran-3,4,5-triol